BrC=1C(N(C(=CC1OCC1=C(C=C(C=C1)F)F)C)C1=C(C(=O)NCCO)C=CC=C1)=O [3-bromo-4-[(2,4-difluorobenzyl)oxy]-6-methyl-2-oxopyridin-1(2H)-yl]-N-(2-hydroxyethyl)benzamide